(4R)-2-(3-bromo-2-fluorophenyl)-4-((tetrahydro-2H-pyran-2-yl)oxy)cyclopent-2-enone BrC=1C(=C(C=CC1)C=1C(C[C@H](C1)OC1OCCCC1)=O)F